CC1=NC=C(C=C1)C(C)(C)C 2-methyl-5-t-butylpyridine